C(CCC)NC=1N=CC2=C(N(C(C=3C=CC=CC23)=O)C2CC3(C2)CC(C3)O)N1 3-(Butylamino)-5-(6-hydroxyspiro[3.3]heptan-2-yl)pyrimido[4,5-c]isoquinolin-6(5H)-one